vinyl-phenyl-phosphoric acid C(=C)C1=C(C=CC=C1)OP(O)(O)=O